C(CCCC)C1=C(C(=O)[O-])C=C(C(=C1O)O)O Pentylgallat